FC(C1(CC1)C1=NN=C(O1)CC1CC2(CN(C2)C(=O)N2C[C@@H]3[C@@H](OCC(N3)=O)CC2)C1)(F)F (4aR,8aS)-6-[6-[[5-[1-(trifluoromethyl)cyclopropyl]-1,3,4-oxadiazol-2-yl]methyl]-2-azaspiro[3.3]heptane-2-carbonyl]-4,4a,5,7,8,8a-hexahydropyrido[4,3-b][1,4]oxazin-3-one